N1C(NC=2N=CNC2C1=O)=O 1H-purine-2,6(3h,7H)-dione